N1C(=S)NC(=S)NC1=S tri-thiocyanuric acid